1-(4-(3-(hydroxy(4-(trifluoromethyl)phenyl)methyl)pyrazin-2-yl)piperazin-1-yl)prop-2-en-1-one OC(C=1C(=NC=CN1)N1CCN(CC1)C(C=C)=O)C1=CC=C(C=C1)C(F)(F)F